(S)-1-(1-(6,7-difluoro-1-oxo-1,2-dihydroisoquinolin-4-yl)ethyl)-1-ethyl-3-phenylurea FC=1C=C2C(=CNC(C2=CC1F)=O)[C@H](C)N(C(=O)NC1=CC=CC=C1)CC